FC1(CCN(CC1)CC1=C(C=C(C=C1)[C@H](C)NC=1N=CC2=C(N1)N(C(C=C2)=O)[C@@H](C)C(C)C)F)F 2-{[(1S)-1-{4-[(4,4-difluoropiperidin-1-yl)methyl]-3-fluorophenyl}ethyl]amino}-8-[(2S)-3-methylbutan-2-yl]pyrido[2,3-d]pyrimidin-7(8H)-one